4-[2-oxo-4-(pyridin-3-yl)-2,3-dihydro-1H-1,3-benzodiazol-1-yl]piperidine-1-carboxylic acid tert-butyl ester C(C)(C)(C)OC(=O)N1CCC(CC1)N1C(NC2=C1C=CC=C2C=2C=NC=CC2)=O